2-(4-Bromo-2-fluorophenyl)imidazo[1,2-a]pyrimidine Hydrobromide Br.BrC1=CC(=C(C=C1)C=1N=C2N(C=CC=N2)C1)F